ClC1=C(C=CC(=C1NC=1C(=C2C(N(C=NC2=CC1)C)=O)F)F)NS(=O)(=O)N1CC(C1)(F)F N-(2-chloro-4-fluoro-3-((5-fluoro-3-methyl-4-oxo-3,4-dihydroquinazolin-6-yl)amino)phenyl)-3,3-difluoroazetidine-1-sulfonamide